4-(5-(1-methyl-1H-pyrazol-5-yl)benzo[d]oxazol-2-yl)picolinic acid ethyl ester C(C)OC(C1=NC=CC(=C1)C=1OC2=C(N1)C=C(C=C2)C2=CC=NN2C)=O